5-(((trans)-3-(4-(2-(4-((6-acetylpyridazine-3-yl)oxy)phenyl)propan-2-yl)phenoxy)cyclobutyl)amino)-2-(2,6-dioxopiperidin-3-yl)isoindolin-1,3-dione C(C)(=O)C1=CC=C(N=N1)OC1=CC=C(C=C1)C(C)(C)C1=CC=C(O[C@@H]2C[C@H](C2)NC=2C=C3C(N(C(C3=CC2)=O)C2C(NC(CC2)=O)=O)=O)C=C1